ClC1=NC2=CC=CC=C2C(=C1C#C[Si](C)(C)C)C1=C2C=NN(C2=CC=C1C)C1OCCCC1 2-chloro-4-(5-methyl-1-(tetrahydro-2H-pyran-2-yl)-1H-indazol-4-yl)-3-((trimethylsilyl)ethynyl)quinoline